C(C)C1=C(C=CC=C1)CC(C=O)(C)C 3-(2-Ethylphenyl)-2,2-dimethylpropionaldehyde